5-(oxetan-3-yl)-3-(trifluoromethyl)-5a,6,8,9-tetrahydropyrido[3',2':4,5]imidazo[1,2-a]pyrazin O1CC(C1)N1C2=C(N3C1CNCC3)N=CC(=C2)C(F)(F)F